1H-benzoisoquinoline C1NC=CC2=CC=C3C(=C12)C=CC=C3